p-methylbenzylideneacetone CC1=CC=C(C=CC(C)=O)C=C1